(2R,4S)-4-fluoro-2-[3-fluoro-5-(methylsulfanyl)phenyl]pyrrolidin F[C@H]1C[C@@H](NC1)C1=CC(=CC(=C1)SC)F